FC=1C=CC(=NC1C)C=1N=C2N(C=CC=C2)C1C1=NC2=CC(=CN=C2C=C1)C1=NN2C(CNCC2)=C1 2-[2-(5-fluoro-6-methyl-2-pyridyl)imidazo[1,2-a]pyridin-3-yl]-7-(4,5,6,7-tetrahydropyrazolo[1,5-a]pyrazin-2-yl)-1,5-naphthyridine